C(C)(C)(C)OC(=O)N1CCC2([C@@H](C=3N(N=CC3Cl)C2)NC(=O)OC(C)(C)C)CC1 (S)-4'-((tert-Butoxycarbonyl)amino)-3'-chloro-4'H,6'H-spiro[piperidine-4,5'-pyrrolo[1,2-b]pyrazole]-1-carboxylic acid tert-butyl ester